O=C1NC(CCC1C1=C(C=C(C=C1F)N1CC(C1)NC(=O)NC1=CC=C(C=C1)C1(CC1)C)F)=O 1-(1-(4-(2,6-dioxopiperidin-3-yl)-3,5-difluorophenyl)azetidin-3-yl)-3-(4-(1-methylcyclopropyl)phenyl)urea